C1NCC2CN(CCC21)C(=O)[O-] octahydro-5H-pyrrolo[3,4-c]pyridine-5-carboxylate